CC1(CN(CC(N1)C=1C(=C2COC(C2=CC1)=O)C)CC1=NN(N=C1)C1=CC(=C(C=N1)C#N)C)C 6-(4-((3,3-dimethyl-5-(4-methyl-1-oxo-1,3-dihydroisobenzofuran-5-yl)piperazin-1-yl)methyl)-2H-1,2,3-triazol-2-yl)-4-methylpyridine-3-carbonitrile